tert-Butyl-3-[2-[5-[(3-methyloxetan-3-yl)methoxy]benzimidazol-1-yl]-8-quinolyl]azetidine-1-carboxylate C(C)(C)(C)OC(=O)N1CC(C1)C=1C=CC=C2C=CC(=NC12)N1C=NC2=C1C=CC(=C2)OCC2(COC2)C